caffeoyl mono-tartrate C(=O)(OC(\C=C\C1=CC(O)=C(O)C=C1)=O)C(O)C(O)C(=O)[O-]